6,7-dichloro-2-oxo-1,2-dihydroquinoline-3-carboxylic acid ethyl ester C(C)OC(=O)C=1C(NC2=CC(=C(C=C2C1)Cl)Cl)=O